CC1(CN=CC2=CC=CC=C12)C 4,4-Dimethyl-3,4-dihydroisoquinolin